C(C)(C)(C)OC(=O)N(C=1C=C(C=NC1)N1C[C@H](CCC1)C(=O)OCC)C ethyl (3S)-1-[5-[tert-butoxycarbonyl(methyl)amino]-3-pyridyl]piperidine-3-carboxylate